CC=1C=C(C=CC1)C1=NC2=CC=CC=C2C=N1 2-(m-methylphenyl)quinazoline